1-([1,1'-biphenyl]-4-yl)-6-bromo-1H-benzo[d]imidazole C1(=CC=C(C=C1)N1C=NC2=C1C=C(C=C2)Br)C2=CC=CC=C2